COC=1C=C(C=CC1OC)C(COC1=C(C=CC=C1)OC)O 1-(3,4-dimethoxyphenyl)-2-(2-methoxyphenoxy)ethanol